C(=O)(O)C1=CC=2C(C=3C(=CC(=NC3CC2O)C(=O)O)C(=O)O)=N1 2,7,9-Tricarboxypyrrolo(2,3-f)quinoline-4-ol